C(C)C(C(=O)O[C@@H]1[C@@](O[C@H](C1)N1C=CC2=C1N=C(N=C2N)Cl)(C#C)COC(C(CC)CC)=O)CC (2R,3S,5R)-5-(4-amino-2-chloro-7H-pyrrolo[2,3-d]pyrimidin-7-yl)-2-(((2-ethylbutanoyl)oxy)methyl)-2-ethynyltetrahydrofuran-3-yl 2-ethylbutanoate